FC(C=1C=C(CC2C(C3=CC=C(C=C3C2)OCC2=CC=C(C(=O)NO)C=C2)=O)C=C(C1)C(F)(F)F)(F)F 4-(((2-(3,5-bis(trifluoromethyl)benzyl)-1-oxo-2,3-dihydro-1H-inden-5-yl)oxy)methyl)-N-hydroxybenzoamide